FC1=C(C=CC=C1)N(C(CCCC)=O)C N-(2-fluorophenyl)-N-methylpentanamide